4-n-butyl-4'-((2,3-difluoro-4-isothiocyanatophenyl)ethynyl)-1,1'-biphenyl C(CCC)C1=CC=C(C=C1)C1=CC=C(C=C1)C#CC1=C(C(=C(C=C1)N=C=S)F)F